cholesterol butenoate C(C=CC)(=O)O[C@@H]1CC2=CC[C@H]3[C@@H]4CC[C@H]([C@@H](CCCC(C)C)C)[C@]4(CC[C@@H]3[C@]2(CC1)C)C